N-[2-(di-1-adamantylphosphino)phenyl]Morpholine C12(CC3CC(CC(C1)C3)C2)P(C2=C(C=CC=C2)N2CCOCC2)C23CC1CC(CC(C2)C1)C3